N,N'-bis-[3-(p-butoxybenzenesulfonyloxy)phenyl]urea C(CCC)OC1=CC=C(C=C1)S(=O)(=O)OC=1C=C(C=CC1)NC(=O)NC1=CC(=CC=C1)OS(=O)(=O)C1=CC=C(C=C1)OCCCC